BrC1=C(C=C(CN2C=NC=C2)C=C1)C 1-(4-bromo-3-methylbenzyl)-1H-imidazole